OC(C)(C)C1=CC=C(C=C1)C1=CN=C2C(=N1)N(C(CN2)=O)CCOC 7-(4-(2-hydroxypropan-2-yl)phenyl)-1-(2-methoxyethyl)-3,4-dihydropyrazino[2,3-b]pyrazin-2(1H)-one